2-(3-(2-(difluoromethoxy)ethyl)-2-oxoimidazolidin-1-yl)-4,6-bis(trifluoromethyl)phenyl N-(4-fluorophenyl)-N-methylcarbamate FC1=CC=C(C=C1)N(C(OC1=C(C=C(C=C1C(F)(F)F)C(F)(F)F)N1C(N(CC1)CCOC(F)F)=O)=O)C